FC1(CCC(CC1)CC=1NC(=NN1)C(=O)OCC)F Ethyl 5-((4,4-difluorocyclohexyl)methyl)-4H-1,2,4-triazol-3-carboxylate